COC(C(=O)N1CCN(C2(C1)CCN(C(CC2)=O)CC(=O)O)C)(C)C2=CC=CC=C2 2-(4-(2-methoxy-2-phenylpropanoyl)-1-methyl-10-oxo-1,4,9-triazaspiro[5.6]dodecan-9-yl)acetic acid